CC(CCCCCC)CCCCCCCCCCCCCCCCC 7-Methyltetracosane